COC=1C=C(C=CC1OC)CCCC1=NOC(=N1)[C@H]1NCCCC1 (S)-3-(3-(3,4-dimethoxyphenyl)propyl)-5-(piperidin-2-yl)-1,2,4-oxadiazole